5-amino-1-(1-methylpiperidin-4-yl)-3-(2-phenylquinolin-7-yl)-1H-pyrazole-4-carboxamide NC1=C(C(=NN1C1CCN(CC1)C)C1=CC=C2C=CC(=NC2=C1)C1=CC=CC=C1)C(=O)N